C(C)(C)[C@@H]1C[C@H](C=2N1N=CC2)NCC[C@]2(CCOC1(CCCC1)C2)C2=NC=CC=C2 (4R,6S)-6-isopropyl-N-(2-((R)-9-(pyridin-2-yl)-6-oxaspiro[4.5]decan-9-yl)ethyl)-5,6-dihydro-4H-pyrrolo[1,2-b]pyrazol-4-amine